N1C=C(C2=CC=CC=C12)C[C@@H](C(=O)OCC1=CC=CC=C1)NS(=O)(=O)C1=CC=C(C=C1)C (S)-benzyl 3-(1H-indol-3-yl)-2-(4-methylphenylsulfonamido)propanoate